BrC1=CC(=C(S1)CNCC1=CC=C(C=C1)OC)C(=O)OC methyl 5-bromo-2-({[(4-methoxyphenyl)methyl]amino}methyl)thiophene-3-carboxylate